3-(hydroxymethyl)-1-methylpiperidine OCC1CN(CCC1)C